ClC1=CC2=C(C=N1)C=C(N2COCC[Si](C)(C)C)C#N 6-chloro-1-(2-trimethylsilylethoxymethyl)pyrrolo[3,2-c]pyridine-2-carbonitrile